OC1=CC=C(C=C1)C[C@@H](C(=O)N[C@H](C(=O)N[C@H](C(=O)O)CCC(C)(C)C)[C@H](CC)C)NC(=O)[C@H]1NCCNC1 (2S)-2-[(2S,3S)-2-[(2S)-3-(4-hydroxyphenyl)-2-{[(2S)-piperazin-2-yl]formamido}propanamido]-3-methylpentanamido]-5,5-dimethylhexanoic acid